FC=1C=C(C=C(C1)F)C[C@@H](C1=C(C=C2C(=N1)C=NN2)C=2C=C1C(N(CC1=CC2)C)=O)NC(C)=O N-((S)-2-(3,5-difluorophenyl)-1-(6-(2-methyl-3-oxoisoindolin-5-yl)-1H-pyrazolo[4,3-b]pyridin-5-yl)ethyl)acetamide